CN1C(C2=C(C=C1)SC(=C2)C(=O)O)=O 5-methyl-4-oxo-4,5-dihydrothieno[3,2-c]pyridine-2-carboxylic acid